N[C@](C(=O)OC(C)C)(CC(C)(C)C)C=1C=C2C=CC(N(C2=CC1)C)=O isopropyl (R)-2-amino-4,4-dimethyl-2-(1-methyl-2-oxo-1,2-dihydroquinolin-6-yl)pentanoate